1-methylpyrimidine-2,4-dione CN1C(NC(C=C1)=O)=O